CC=1N=CC2=C(N1)NC=C2 Methyl-7H-pyrrolo[2,3-d]pyrimidine